COC1=C(C(=CC(=C1)C=1C2=C(C(N(C1)C)=O)N(N=C2)CC2=CC=C(C=C2)OC)OC)CC2=CC=C(C=C2)CC=O 2-[4-[[2,6-dimethoxy-4-[1-[(4-methoxyphenyl)methyl]-6-methyl-7-oxo-pyrazolo[3,4-c]pyridin-4-yl]phenyl]methyl]phenyl]acetaldehyde